rac-Benzyl 3-[(cyclobutyloxy)methyl][1,4'-bipiperidine]-1'-carboxylate C1(CCC1)OC[C@H]1CN(CCC1)C1CCN(CC1)C(=O)OCC1=CC=CC=C1 |r|